(3R,5S)-5-(((7-(2-amino-7-fluorobenzo[d]thiazol-4-yl)-4-(3,8-diazabicyclo[3.2.1]octan-3-yl)-6-chloro-8-fluoroquinazolin-2-yl)oxy)methyl)-1-methylpyrrolidin-3-ol NC=1SC2=C(N1)C(=CC=C2F)C2=C(C=C1C(=NC(=NC1=C2F)OC[C@@H]2C[C@H](CN2C)O)N2CC1CCC(C2)N1)Cl